N-(4-(1-(3,5-dichloro-2-hydroxybenzoyl)-3-methyl-1,2,3,6-tetrahydropyridin-4-yl)-1H-pyrrolo[2,3-b]pyridin-6-yl)cyclopropylcarboxamide ClC=1C(=C(C(=O)N2CC(C(=CC2)C2=C3C(=NC(=C2)NC(=O)C2CC2)NC=C3)C)C=C(C1)Cl)O